[Zn].C(C)N1C(=C(C2=CC(=CC=C12)B1OC(C(O1)(C)C)(C)C)CC(CO)(C)C)C=1C(=NC=CC1)[C@H](C)OC 3-(1-ethyl-2-{2-[(1S)-1-methoxyethyl]pyridin-3-yl}-5-(4,4,5,5-tetramethyl-1,3,2-dioxaborolan-2-yl)indol-3-yl)-2,2-dimethylpropan-1-ol zinc